C(C=C)(=O)[Ag].[Nb].[Ta] tantalum-niobium alloyl-silver